FC=1C(=NC(=NC1)NC1CCN(CC1)C(=O)O[C@@H]1CC[C@H](CC1)N1CCN(CC1)C1=C(C=C(C=C1)N)F)C1=CC(=CC=C1)N1C(C=CC=C1)=O trans-(1r,4r)-4-(4-(4-amino-2-fluorophenyl)piperazin-1-yl)cyclohexyl 4-((5-fluoro-4-(3-(2-oxopyridin-1(2H)-yl)phenyl)pyrimidin-2-yl)amino)piperidine-1-carboxylate